2-(((6-(4-((6-ethoxypyrazin-2-yl)amino)-3-methylisoxazol-5-yl)pyridin-3-yl)oxy)methyl)cyclohexane-1-carboxylic acid C(C)OC1=CN=CC(=N1)NC=1C(=NOC1C1=CC=C(C=N1)OCC1C(CCCC1)C(=O)O)C